6-{(1R,5S)-3'-[(5-cyclopropyl-3-(2,6-dichlorophenyl)isoxazol-4-yl)methoxy]-3-azaspiro[bicyclo[3.2.1]octane-8,1'-cyclobutane]-3-yl}benzo[d]isothiazole-3-carboxylic acid C1(CC1)C1=C(C(=NO1)C1=C(C=CC=C1Cl)Cl)COC1CC2(C1)[C@@H]1CN(C[C@H]2CC1)C1=CC2=C(C(=NS2)C(=O)O)C=C1